2-(4-aminophenyl)ethanol 2-fluoroethyl-3-((5-chloro-2-methoxyphenyl)sulfonamido)-7,8-dihydro-1,6-naphthyridine-6(5H)-carboxylate FCCC1=NC=2CCN(CC2C=C1NS(=O)(=O)C1=C(C=CC(=C1)Cl)OC)C(=O)OCCC1=CC=C(C=C1)N